8-benzyl-6-(2,6-dichloro-3,5-dimethoxyphenyl)-2-(methylthio)pyrido[3,4-d]pyrimidine C(C1=CC=CC=C1)C1=NC(=CC2=C1N=C(N=C2)SC)C2=C(C(=CC(=C2Cl)OC)OC)Cl